CC(COCC(CCCC)CC)(COCC(CCCC)CC)C 2,2-dimethyl-1,3-bis(2-ethylhexyl-oxy)propane